(R)-N-cyclopropyl-4-((2,4-dimethylthiazol-5-yl)methyl)-1-methyl-5-oxo-1,2,4,5-tetrahydroimidazo[1,2-a]quinazoline-7-sulfonamide C1(CC1)NS(=O)(=O)C=1C=C2C(N(C=3N(C2=CC1)[C@@H](CN3)C)CC3=C(N=C(S3)C)C)=O